(4-benzyloxy-3,5-dimethyl-phenyl)-7-methoxy-5-(2-methoxy-ethoxy)-3H-quinazolin-4-one C(C1=CC=CC=C1)OC1=C(C=C(C=C1C)C1=NC2=CC(=CC(=C2C(N1)=O)OCCOC)OC)C